FC1=CC=C(S1)CNC(=O)C1=CN=C(S1)N1CCC(CC1)N1C[C@@H](CCC1)C N-[(5-fluoro-2-thienyl)methyl]-2-[(3R)-3-methyl-[1,4'-bipiperidin]-1'-yl]-1,3-thiazole-5-carboxamide